[B].[Se] selenium-boron